1,3,5-Tris(4'-formyl[1,1'-biphenyl]-4-yl)-pyrimidine C(=O)C1=CC=C(C=C1)C1=CC=C(C=C1)N1CN(CC(=C1)C1=CC=C(C=C1)C1=CC=C(C=C1)C=O)C1=CC=C(C=C1)C1=CC=C(C=C1)C=O